C(C1=CC=CC=C1)C(C(=O)NC=1C=CC(=C2C=CC=NC12)I)C=C 2-benzyl-N-(5-iodoquinolin-8-yl)-3-butenamide